N-(6-((4-((5-ethyl-2-methoxy-4-(4-(4-methylpiperazin-1-yl)piperidin-1-yl)phenyl)amino)-1,3,5-triazin-2-yl)amino)quinoxalin-5-yl)methanesulfonamide C(C)C=1C(=CC(=C(C1)NC1=NC(=NC=N1)NC=1C(=C2N=CC=NC2=CC1)NS(=O)(=O)C)OC)N1CCC(CC1)N1CCN(CC1)C